NC1=C(N=CC2=C(C(=CC=C12)F)C=1C(=NC=NC1)C#N)C(=O)NCCC 4-amino-8-(4-cyanopyrimidin-5-yl)-7-fluoro-N-propylisoquinoline-3-carboxamide